non-4-ene CCCC=CCCCC